4-(4-(4-bromo-6-fluoro-1H-benzo[d]imidazol-2-yl)phenoxy)phthalonitrile BrC1=CC(=CC=2NC(=NC21)C2=CC=C(OC=1C=C(C(C#N)=CC1)C#N)C=C2)F